CC(C)OC1=C(C=CC=C1)NS(=O)(=O)C1=CC=C(C=C1)CNC(=O)C1=CC=2C=NC=CC2N1 N-[(4-{[2-(propan-2-yloxy)phenyl]sulfamoyl}phenyl)methyl]-1H-pyrrolo[3,2-c]pyridine-2-carboxamide